C1(CC1)C1=C(C(=C(OCC=2C=C(C=CC2)NC(OC(C)(C)C)=O)C=C1)F)C1OCCO1 tert-Butyl (3-((4-cyclopropyl-3-(1,3-dioxolan-2-yl)-2-fluorophenoxy)methyl)phenyl)carbamate